4-Oxo-6-((1R,2R)-2-(pyrimidin-5-yl)cyclobutyl)-1-((S)-1-(6-(trifluoromethyl)pyridin-3-yl)ethyl)-4,5-dihydro-1H-pyrazolo[3,4-d]pyrimidin-3-carbonitril O=C1C2=C(N=C(N1)[C@H]1[C@@H](CC1)C=1C=NC=NC1)N(N=C2C#N)[C@@H](C)C=2C=NC(=CC2)C(F)(F)F